O[C@H]1CC2CCC(N2C1)=O |r| rac-(2s,8s)-2-hydroxy-5-oxo-2,3,6,7-tetrahydro-1H-pyrrolizine